N1CC(C1)C=1C=C2C(N(C(C2=CC1)=O)C1C(NC(CC1)=O)=O)=O 5-(azetidin-3-yl)-2-(2,6-dioxopiperidin-3-yl)isoindoline-1,3-dione